1H-benzimidazole-5-carboxylic acid amide N1C=NC2=C1C=CC(=C2)C(=O)N